The molecule is a dipeptide resulting from the formal condensation of the carboxylic acid group of 4-aminobenzoic acid with the amino group of L-glutamic acid. It is a dicarboxylic acid, a dipeptide, a substituted aniline and a N-acyl-L-alpha-amino acid. It is a conjugate acid of a N-(4-aminobenzoyl)-L-glutamate. C1=CC(=CC=C1C(=O)N[C@@H](CCC(=O)O)C(=O)O)N